C1(=CC=C(C=C1)N1CC(=CC=C1)C(=O)N)C 1-(p-tolyl)-1,2-dihydropyridine-3-carboxamide